FC1=CC=C(C=2SCCC21)[C@H]2[C@@H](O[C@]([C@H]2C)(C(F)(F)F)C)C(=O)NC=2C=NC(=CC2)[C@@H](CO)O (2R,3S,4S,5R)-3-(4-fluoro-2,3-dihydrobenzo[b]thiophen-7-yl)-N-(6-((S)-1,2-dihydroxyethyl)pyridin-3-yl)-4,5-dimethyl-5-(trifluoromethyl)tetrahydrofuran-2-carboxamide